FC=1C=2N(C=CC1)N=C(C2)[C@@H]2N(CCC1=C2N=CN1)C(=O)C1=CN=C(O1)C1=NC=CN=C1 (R)-(4-(4-fluoropyrazolo[1,5-a]pyridin-2-yl)-1,4,6,7-tetrahydro-5H-imidazo[4,5-c]pyridin-5-yl)(2-(pyrazin-2-yl)oxazol-5-yl)methanone